N-(2-chloro-3-methylphenyl)-3,3-dimethoxypropanamide ClC1=C(C=CC=C1C)NC(CC(OC)OC)=O